C(C)SC1=NN2C(N=CC=C2)=C1C(=O)O 2-(ethylthio)pyrazolo[1,5-a]pyrimidine-3-carboxylic acid